N-methyl-3,6-dihydropyridine-1(2H)-carboxamide CNC(=O)N1CCC=CC1